3-((5-bromopyrimidin-2-yl)oxy)azetidine-1-carboxylic acid tert-butyl ester C(C)(C)(C)OC(=O)N1CC(C1)OC1=NC=C(C=N1)Br